N-((4-phenylpiperidin-4-yl)methyl)-2,5-bis(trifluoromethyl)pyrazolo[1,5-a]pyrimidin-7-amine C1(=CC=CC=C1)C1(CCNCC1)CNC1=CC(=NC=2N1N=C(C2)C(F)(F)F)C(F)(F)F